C(CC)N(C)C propyl-N,N-dimethylamine